OCCNCC[C@@H](C)NC(=O)C1=CC2=CC=CC(=C2C=C1)OC1=CC=C(C=C1)C(F)(F)F (R)-N-(4-((2-hydroxyethyl)amino)butan-2-yl)-5-(4-(trifluoromethyl)phenoxy)-2-naphthamide